ethyl 1-((6-cyclopropyl-8-(trifluoromethyl)imidazo[1,2-a]pyridin-2-yl)methyl)-1H-1,2,3-triazole-4-carboxylate C1(CC1)C=1C=C(C=2N(C1)C=C(N2)CN2N=NC(=C2)C(=O)OCC)C(F)(F)F